phospholenium chloride salt [Cl-].[PH+]1=CCCC1